OCC1CCN(CC1)C(CN1[C@H](CN(CC1)C(=O)OCC1=CC=CC=C1)C)=O benzyl (3S)-4-[2-[4-(hydroxymethyl)-1-piperidinyl]-2-oxo-ethyl]-3-methyl-piperazine-1-carboxylate